1-(5-fluoro-6-methoxypyridin-3-yl)thiourea FC=1C=C(C=NC1OC)NC(=S)N